FC=1C(=C(C=CC1F)C(=O)N1CC(C1)(O)CNCCC=1OC=CC1)NC1=C(C=C(C=C1)I)F 1-({3,4-difluoro-2-[(2-fluoro-4-iodophenyl)amino]phenyl}carbonyl)-3-{[(2-furan-2-ylethyl)amino]methyl}azetidin-3-ol